(R)-1-(3-chlorophenyl)-N-((1-cyanopyrrolidin-3-yl)methyl)-1H-1,2,3-triazole-4-carboxamide ClC=1C=C(C=CC1)N1N=NC(=C1)C(=O)NC[C@@H]1CN(CC1)C#N